C1(CCCC1)NCS(=O)(=O)NC(\C=C\C1=CC(=C(C=C1)OCC)OC)=O (E)-N-(cyclopentylaminomethyl-sulfonyl)-3-(4-ethoxy-3-methoxyphenyl)acrylamide